N-[3-(7-{[(3S,4R)-3-fluoro-1-methylpiperidin-4-yl]amino}-3-(2,2,2-trifluoroethyl)pyrazolo[1,5-a]pyridin-2-yl)prop-2-yn-1-yl]-2-hydroxybenzamide F[C@H]1CN(CC[C@H]1NC1=CC=CC=2N1N=C(C2CC(F)(F)F)C#CCNC(C2=C(C=CC=C2)O)=O)C